2-((5-((S)-2-((S)-2-(2-azidoacetamido)propanamido)propanamido)-2-(hydroxymethyl)benzyl) (methyl)amino)ethyl (2-(trimethylammonio)ethyl) phosphate P(=O)(OCCN(C)CC1=C(C=CC(=C1)NC([C@H](C)NC([C@H](C)NC(CN=[N+]=[N-])=O)=O)=O)CO)(OCC[N+](C)(C)C)[O-]